[N+](=O)([O-])C=1C=CC2=C(C(=N[C@H](C=3N2C(=NN3)SCCN(CC)CC)CCC(=O)OC)C3=C(C=CC=C3)Cl)C1 methyl (S)-3-(8-nitro-6-(2-chlorophenyl)-1-((2-(diethylamino)ethyl)thio)-4H-benzo[f][1,2,4]triazolo[4,3-a][1,4]diazepin-4-yl)propionate